carbon heptadecen C=CCCCCCCCCCCCCCCC.[C]